2-(cyclopropanecarbonyl)-3,4,5,6-tetrafluoro-N,N-dimethylbenzenesulfonamide C1(CC1)C(=O)C1=C(C(=C(C(=C1F)F)F)F)S(=O)(=O)N(C)C